N1(CCOCC1)CC(CS(=O)(=O)O)O 3-(N-morpholinyl)-2-hydroxy-propanesulfonic acid